N-(3-fluoro-4-((6-methoxy-7-(3-(((tetrahydro-2H-pyran-4-yl)methyl)amino)propoxy)quinolin-4-yl)oxy)phenyl)-5-(4-fluorophenyl)-6-oxo-2,3,5,6-tetrahydrofuro[3,2-c]pyridine-7-carboxamide FC=1C=C(C=CC1OC1=CC=NC2=CC(=C(C=C12)OC)OCCCNCC1CCOCC1)NC(=O)C1=C2C(=CN(C1=O)C1=CC=C(C=C1)F)CCO2